O1C(C1)C(C)=O oxiran-2-yl-ethan-1-one